bis(cyclopentadienyl)-bis[2,6-difluoro-3-(4-(pivaloylamino)butyl)phenyl]titanium C1(C=CC=C1)[Ti](C1=C(C(=CC=C1F)CCCCNC(C(C)(C)C)=O)F)(C1=C(C(=CC=C1F)CCCCNC(C(C)(C)C)=O)F)C1C=CC=C1